N-(5-bromo-2,2-dimethyl-indan-1-yl)methanesulfonamide BrC=1C=C2CC(C(C2=CC1)NS(=O)(=O)C)(C)C